1-Fluoro-N-(4-(((3-isopropyl-5-((tetrahydro-2H-pyran-4-yl)amino)pyrazolo[1,5-a]pyrimidin-7-yl)amino)methyl)phenyl)cyclopropane-1-carboxamide FC1(CC1)C(=O)NC1=CC=C(C=C1)CNC1=CC(=NC=2N1N=CC2C(C)C)NC2CCOCC2